C(C)C1(C(NC(C(C1C1=C(C=CC=C1)Cl)(C(=O)O)C)C)COCCN1N=NC(=C1)C1=CC(=CC=C1)Cl)C(=O)O 3-ethyl-5-methyl-4-(2-chlorophenyl)-2-((2-(4-(3-chlorophenyl)-1H-1,2,3-triazol-1-yl)ethoxy)methyl)-6-methyl-1,4-dihydropyridine-3,5-dicarboxylic acid